tert-butyl-(4-(4-cyano-1-((2-(trimethylsilyl)ethoxy)methyl)-1H-imidazol-2-yl)phenyl)carbamate C(C)(C)(C)OC(NC1=CC=C(C=C1)C=1N(C=C(N1)C#N)COCC[Si](C)(C)C)=O